[C@H]12CC(C[C@H](CCC1)N2)N(C2=NC(=C(C(=N2)CO)F)NC2=NNC(=C2)C)C (2-(((1R,3s,5S)-9-azabicyclo[3.3.1]nonan-3-yl)(methyl)amino)-5-fluoro-6-((5-methyl-1H-pyrazol-3-yl)amino)pyrimidin-4-yl)methanol